tert-Butyl(tert-butoxycarbonyl)(3-(3-(4-((3-methylureido)methylene)phenyl)isoxazol-5-yl)-5-(4-(isoPropylsulfonyl)phenyl)pyrazin-2-yl)carbamate C(C)(C)(C)OC(N(C1=NC=C(N=C1C1=CC(=NO1)C1=CCC(C=C1)=CNC(=O)NC)C1=CC=C(C=C1)S(=O)(=O)C(C)C)C(=O)OC(C)(C)C)=O